N1(CCNCC1)C(=O)OC1=NC=C(C=C1)F 5-fluoropyridin-2-yl piperazine-1-carboxylate